ClC1=C2C=CNC2=CC=C1 4-chloroindole